7-Bromo-8-fluoro-5-(2-methylpyridin-3-yl)imidazo[1,2-a]Quinoxaline-4(5H)-on BrC=1C=C2N(C(C=3N(C2=CC1F)C=CN3)=O)C=3C(=NC=CC3)C